FC=1C=C(C2=C(N=CS2)C1)N1CC2(CN(C2)C(=O)C2(CC2)C(F)(F)F)[C@@H](C1)C(=O)O (8S)-6-(5-fluoro-1,3-benzothiazol-7-yl)-2-[1-(trifluoromethyl)cyclopropanecarbonyl]-2,6-diazaspiro[3.4]octane-8-carboxylic acid